[(2S,3S,4E,6R,7R,10R)-7,10-dihydroxy-3,7-dimethyl-12-oxo-2-[(2E,4E)-6-pyridin-3-ylhexa-2,4-dien-2-yl]-1-oxacyclododec-4-en-6-yl] acetate C(C)(=O)O[C@@H]1/C=C/[C@@H]([C@H](OC(C[C@@H](CC[C@@]1(C)O)O)=O)\C(\C)=C\C=C\CC=1C=NC=CC1)C